N-(3-chlorophenyl)-N-(2-fluoro-4-(2-(2,2,2-trifluoroacetyl)hydrazine-1-carbonyl)benzyl)methanesulfonamide ClC=1C=C(C=CC1)N(S(=O)(=O)C)CC1=C(C=C(C=C1)C(=O)NNC(C(F)(F)F)=O)F